cis-3-(3-(4-decylphenyl)-1,2,4-oxadiazol-5-yl)cyclohexan-1-amine hydrochloride Cl.C(CCCCCCCCC)C1=CC=C(C=C1)C1=NOC(=N1)[C@H]1C[C@H](CCC1)N